ClC=1C(=NC=C(C1)C(F)(F)F)CCC=1C(=C(C(=O)N)C=CC1)C(F)(F)F (2-(3-chloro-5-(trifluoromethyl)pyridin-2-yl)ethyl)-2-(trifluoromethyl)benzamide